O=C1NC(CCC1NC1=CC=C(CN2CCC(CC2)N2N=C3C=C(C(=CC3=C2)NC(C2=CN=C(C=C2)C(F)(F)F)=O)OC)C=C1)=O N-(2-(1-(4-((2,6-dioxopiperidin-3-yl)amino)benzyl)piperidin-4-yl)-6-methoxy-2H-indazol-5-yl)-6-(trifluoromethyl)nicotinamide